ClC1=NC(=CC(=N1)N1[C@H](COCC1)CC)C1(CCOCC1)S(=O)(=O)C (S)-4-(2-chloro-6-(4-(methylsulfonyl)tetrahydro-2H-pyran-4-yl)pyrimidin-4-yl)-3-ethylmorpholine